ClC1=C(C#N)C=CC(=C1)N1CC2(C[C@@H]1C)CCN(CC2)C=2N=NC(=CC2)C(=O)N2CC(C2)CN2CCC(CC2)C2=CC(=CC=C2)NC2C(NC(CC2)=O)=O 2-Chloro-4-((3S)-8-(6-(3-((4-(3-((2,6-dioxopiperidin-3-yl)amino)phenyl)piperidine-1-yl)methyl)azetidine-1-carbonyl)pyridazin-3-yl)-3-methyl-2,8-diazaspiro[4.5]dec-2-yl)benzonitrile